(R)-6-chloro-N-(1-ethylpiperidin-3-yl)-4-methylpyridazin-3-amine ClC1=CC(=C(N=N1)N[C@H]1CN(CCC1)CC)C